N-(3,4-difluorophenyl)-4-(2-(4-((4-fluoro-3-methylphenyl)carbamoyl)-1,3,5-trimethyl-1H-pyrrol-2-yl)-2-oxoacetamido)-4-methylpiperidine-1-carboxamide FC=1C=C(C=CC1F)NC(=O)N1CCC(CC1)(C)NC(C(=O)C=1N(C(=C(C1C)C(NC1=CC(=C(C=C1)F)C)=O)C)C)=O